2,4,6-trimethylphenylglycine CC1=C(C(N)C(=O)O)C(=CC(=C1)C)C